4-(Benzyloxy)-2-(4-propylphenethyl)-6-((tetrahydro-2H-pyran-2-yl)methoxy)-3-(p-tolyl)pyridine C(C1=CC=CC=C1)OC1=C(C(=NC(=C1)OCC1OCCCC1)CCC1=CC=C(C=C1)CCC)C1=CC=C(C=C1)C